FC(OC=1C=C(C=CC1)C1=CC(=CS1)C(=O)NC1=NC(=NS1)CC(C)(F)F)F 5-(3-(Difluoromethoxy)phenyl)-N-(3-(2,2-difluoropropyl)-1,2,4-thiadiazol-5-yl)thiophene-3-Formamide